NC1=C(C(=CC(=C1)CC=C)OC)O aminoeugenol